3-(1-(2-(6-(Difluoromethyl)imidazo[1,2-a]pyrazin-3-yl)pyrimidin-4-yl)piperidin-3-yl)propanamide FC(C=1N=CC=2N(C1)C(=CN2)C2=NC=CC(=N2)N2CC(CCC2)CCC(=O)N)F